NC1=NC=C2N(C(N(C2=N1)[C@@H]1O[C@@H]([C@H]([C@H]1O)F)CO)=O)CC#N 2-(2-Amino-9-((2R,3S,4S,5R)-4-fluoro-3-hydroxy-5-(hydroxymethyl)tetrahydrofuran-2-yl)-8-oxo-8,9-dihydro-7H-purin-7-yl)acetonitrile